NC1(CC1)C(=O)N[C@H](C(=O)OC)C1=CC=CC=C1 Methyl (2S)-2-[(1-aminocyclopropanecarbonyl)amino]-2-phenylacetate